4-(5-methylsulfanyl-1,3,4-oxadiazol-2-yl)benzamide CSC1=NN=C(O1)C1=CC=C(C(=O)N)C=C1